2-((((cis)-6-(Aminomethyl)tetrahydro-2H-pyran-3-yl)thio)methyl)-7-(cyclopentylamino)-5-fluoroquinazolin-4(3H)-one bishydrochloride Cl.Cl.NC[C@@H]1CC[C@@H](CO1)SCC1=NC2=CC(=CC(=C2C(N1)=O)F)NC1CCCC1